C1(CC1)NS(=O)(=O)NC(OCCCC)=O butyl (N-cyclopropylsulfamoyl)carbamate